6-(1-trityl-1H-imidazol-4-yl)pyridineamide C(C1=CC=CC=C1)(C1=CC=CC=C1)(C1=CC=CC=C1)N1C=NC(=C1)C1=CC=CC(=N1)C(=O)N